((3-chloro-4-ethynyl-5-fluorophenoxy)methyl)-5-cyclopropyl-3-(2,6-dichlorophenyl)isoxazole ClC=1C=C(OCC=2C(=NOC2C2CC2)C2=C(C=CC=C2Cl)Cl)C=C(C1C#C)F